NC1=NC=C(C2=C1C(=C(N2C)C2=CC=C(C=C2)NC(=O)C(=C)F)C2=CC(=C(C(=O)NCC(F)(F)F)C=C2)F)C#CCOC2CCN(CC2)C 4-(4-amino-2-{4-[(2-fluoroacrylamino)]phenyl}-1-methyl-7-{3-[(1-methylhexahydropyridine-4-yl)oxy]prop-1-ynyl}pyrrolo[3,2-c]pyridin-3-yl)-2-fluoro-N-(2,2,2-trifluoroethyl)benzamide